FC(C1=CC(=NC=C1F)O[C@@H]1C(CN(C1)C=1C=2N(N=C(C1)C=1C(NC(NC1)=O)=O)C=CN2)(F)F)F (S)-5-(8-(4-((4-(difluoromethyl)-5-fluoropyridin-2-yl)oxy)-3,3-difluoropyrrolidin-1-yl)imidazo[1,2-b]pyridazin-6-yl)pyrimidine-2,4(1H,3H)-dione